ClC1=NN=C2N1C1=CC=CC=C1C(=N2)N(C)C=2C=C(C=C(C2)F)C2=CC=C(C=C2)S(=O)(=O)C chloro-N-(5-fluoro-4'-(methylsulfonyl)-[1,1'-biphenyl]-3-yl)-N-methyl-[1,2,4]triazolo[4,3-a]quinazolin-5-amine